C(CCC)/C(=C(/C(=O)[O-])\CCCC)/C(=O)[O-].C(CCC)[Sn+2]CCCC dibutyltin bisbutyl-maleate